N[C@H]([C@@H](CN(S(=O)(=O)C1=CC=C(C=C1)OC)C1CC1)O)CC1=CC=CC=C1 N-((2R,3S)-3-amino-2-hydroxy-4-phenylbutyl)-N-cyclopropyl-4-methoxybenzenesulphonamide